N1(CCCCC1)C(=O)[C@@H]1CC[C@H](CC1)C1=NN=C2N1C1=C(CC3(C2)OCCO3)C=C(C=C1)C#N 1'-[trans-4-(piperidin-1-ylcarbonyl)cyclohexyl]-4'H,6'H-spiro[1,3-dioxolane-2,5'-[1,2,4]triazolo[4,3-a][1]benzazepin]-8'-carbonitrile